2-Ethylbutyl ((S)-(((2R,3S,5R)-5-(6-amino-2-fluoro-9H-purin-9-yl)-2-ethynyl-3-(((nonan-5-yloxy)carbonyl)oxy) tetrahydrofuran-2-yl)methoxy)(phenoxy)phosphoryl)-L-phenylalaninate NC1=C2N=CN(C2=NC(=N1)F)[C@H]1C[C@@H]([C@@](O1)(C#C)CO[P@](=O)(OC1=CC=CC=C1)N[C@@H](CC1=CC=CC=C1)C(=O)OCC(CC)CC)OC(=O)OC(CCCC)CCCC